8-fluoro-2-(((E)-2-(fluoromethylene)tetrahydro-1H-pyrrolizin-7a(5H)-yl)methoxy)pyrido[4,3-d]pyrimidine FC1=CN=CC2=C1N=C(N=C2)OCC21CCCN1C/C(/C2)=C/F